N-[3-chloro-4-[4-(piperidine-4-carbonyl)piperazine-1-carbonyl]phenyl]-1-methyl-5-(2,3,5-trifluoro-4-methoxy-phenyl)imidazole-2-carboxamide ClC=1C=C(C=CC1C(=O)N1CCN(CC1)C(=O)C1CCNCC1)NC(=O)C=1N(C(=CN1)C1=C(C(=C(C(=C1)F)OC)F)F)C